BrC1=C(C=CC(=C1)C(F)(F)F)S(=O)(=O)C(C1CCNCC1)(F)F 4-(((2-bromo-4-(trifluoromethyl)phenyl)sulfonyl)difluoromethyl)-piperidine